3-methyl-1-[4-(trifluoromethoxy)phenyl]cyclobutanecarboxylic acid CC1CC(C1)(C(=O)O)C1=CC=C(C=C1)OC(F)(F)F